6-nitro-4-((pyrimidine-2-ylmethyl)amino)-2H-benzopyran-2-one [N+](=O)([O-])C=1C=CC2=C(C(=CC(O2)=O)NCC2=NC=CC=N2)C1